3-(4-{8-amino-3-methyl-5-[(4-methylpiperazin-1-yl)methyl]imidazo[1,5-a]pyrazin-1-yl}naphthalen-1-yl)-1-[3-(trifluoromethyl)phenyl]urea NC=1C=2N(C(=CN1)CN1CCN(CC1)C)C(=NC2C2=CC=C(C1=CC=CC=C21)NC(NC2=CC(=CC=C2)C(F)(F)F)=O)C